5-((2-chlorophenyl)amino)-2-methyl-3-thioxo-2,3-dihydroisothiazole-4-carbonitrile ClC1=C(C=CC=C1)NC1=C(C(N(S1)C)=S)C#N